FC1=CC=C(C=C1)C=1N=CN2C1C=CC(=C2)N2[C@@H]([C@H](C(C2=O)(C)C)NS(=O)(=O)C)C2=CC=CC=C2 |r| N-[rac-((2R,3S)-1-(1-(4-fluorophenyl)imidazo[1,5-a]pyridin-6-yl)-4,4-dimethyl-5-oxo-2-phenylpyrrolidin-3-yl)]methanesulfonamide